[2-[4-[4,6-bis(4-phenylphenyl)-1,3,5-triazin-2-yl]-3-hydroxy-phenoxy]-3-hydroxy-propyl] neo-decanoate C(CCCCCC(C)(C)C)(=O)OCC(CO)OC1=CC(=C(C=C1)C1=NC(=NC(=N1)C1=CC=C(C=C1)C1=CC=CC=C1)C1=CC=C(C=C1)C1=CC=CC=C1)O